3-Bromo-4-(2,2-difluoroethyl)-2,6-difluoro-N,N-bis(4-methoxybenzyl)-5-methylaniline BrC=1C(=C(N(CC2=CC=C(C=C2)OC)CC2=CC=C(C=C2)OC)C(=C(C1CC(F)F)C)F)F